C1(=CC=CC2=CC=CC=C12)C1=CC=C(N(C2=CC=C(C=C2)[N+](=O)[O-])C2=CC=C(C=C2)[N+](=O)[O-])C=C1 4-naphthyl-N,N-bis(4-nitrophenyl)aniline